N-(3-(5-(((1-acetylpiperidin-3-yl)amino)methyl)-3'-chloro-6-methoxy-[2,4'-bipyridin]-2'-yl)-2-methylphenyl)-5-((3-hydroxyazetidin-1-yl)methyl)picolinamide C(C)(=O)N1CC(CCC1)NCC=1C=CC(=NC1OC)C1=C(C(=NC=C1)C=1C(=C(C=CC1)NC(C1=NC=C(C=C1)CN1CC(C1)O)=O)C)Cl